N1N=NC2=C1C=CC(=C2)C(=O)N2CCC1(C(C1)CNC(=O)C1=CC=3C(=CN=CC3)O1)CC2 N-[[6-(1H-benzotriazole-5-carbonyl)-6-azaspiro[2.5]octan-2-yl]methyl]furo[2,3-c]pyridine-2-carboxamide